ClC1=C(C(=CC=C1)Cl)N1C=NC2=C(C1=O)C=NC1=C2C=C(N1)C=1C=NN(C1)C1CCNCC1 3-(2,6-dichlorophenyl)-8-(1-(piperidin-4-yl)-1H-pyrazol-4-yl)-3,7-dihydro-4H-pyrrolo[3',2':5,6]pyrido[4,3-d]pyrimidin-4-one